1-METHYL-1H-INDAZOLE-7-CARBALDEHYDE CN1N=CC2=CC=CC(=C12)C=O